(S)-N-((R)-1-(3-chloro-5-fluoro-2-((4-(4-fluoro-1H-pyrazol-1-yl)-2-methylquinolin-8-yloxy)methyl)phenyl)-2-hydroxyethyl)-2-hydroxy-3-methylbutanamide ClC=1C(=C(C=C(C1)F)[C@H](CO)NC([C@H](C(C)C)O)=O)COC=1C=CC=C2C(=CC(=NC12)C)N1N=CC(=C1)F